Cl.Cl.ClC1=CC(=C(C=C1)C1(OC2=C(O1)C=CC=C2N2[C@H]1[C@@H](NCC2)COC1)C)F |r| rac-(4aR,7aS)-1-(2-(4-chloro-2-fluorophenyl)-2-methylbenzo[d][1,3]dioxol-4-yl)octahydrofuro[3,4-b]pyrazine dihydrochloride